O=C1NC2=C(NCC13CN(CC3)C#N)N=CC=C2 2-oxo-1,2,4,5-tetrahydrospiro[pyrido[2,3-b][1,4]diazepine-3,3'-pyrrolidine]-1'-carbonitrile